C(C)OC(C)N1N=CC(=C1)C=1N=CC=2N(C1OC(C)C)N=C(N2)I 6-(1-(1-Ethoxyethyl)-1H-pyrazol-4-yl)-2-iodo-5-isopropoxy-[1,2,4]triazolo[1,5-a]pyrazine